1-bromo-4-(((4-fluorophenyl)sulfonyl)methyl)benzene BrC1=CC=C(C=C1)CS(=O)(=O)C1=CC=C(C=C1)F